C(C)O[C@H]1[C@H](C1)C(=O)NN (1S,2R)-2-ethoxycyclopropanecarbohydrazide